C(C(O)C)(=S)OCC(O)CO glycerol monothiolactate